FC=1C=C(C=NC1OC)CN1C2CN(CC1C2)C2=CC=C(C=N2)C=2C=1N(C=C(C2)C#CC(COC)(C)O)N=CC1C#N 4-(6-(6-((5-fluoro-6-methoxypyridin-3-yl)methyl)-3,6-diazabicyclo[3.1.1]heptane-3-yl)pyridin-3-yl)-6-(3-hydroxy-4-methoxy-3-methylbut-1-yn-1-yl)pyrazolo[1,5-a]pyridine-3-carbonitrile